ClC1=CC=C2C(=NC(N(C2=C1)C=1C=C(C=CC1)N1CC(CC1)NC(CN1C(N=C(C2=CC=CC=C12)N(C)C)=O)=O)=O)N(C)C N-(1-(3-(7-chloro-4-(dimethylamino)-2-oxoquinazolin-1(2H)-yl)phenyl)pyrrolidin-3-yl)-2-(4-(dimethylamino)-2-oxoquinazolin-1(2H)-yl)acetamide